FC=1C=2N(C=C(C1)C=1N=C3N(C(C1)=O)C=C(C=C3)N3CCN(CC3)CCOC)C=C(N2)C 2-(8-fluoro-2-methylimidazo[1,2-a]pyridin-6-yl)-7-[4-(2-methoxyethyl)piperazin-1-yl]-4H-pyrido[1,2-a]pyrimidin-4-one